C(C)C1(COC1)COC1OC(C1)C 3-ethyl-3-(4-methyloxetanoxy)methyloxetane